9,9'-(2,4-bis(4,6-diphenyl-1,3,5-triazin-2-yl)-6-(3-(6-phenylpyridin-2-yl)-9H-carbazol-9-yl)-1,3-phenylene)bis(3-methyl-9H-carbazole) C1(=CC=CC=C1)C1=NC(=NC(=N1)C1=CC=CC=C1)C1=C(C(=CC(=C1N1C2=CC=CC=C2C=2C=C(C=CC12)C)C1=NC(=NC(=N1)C1=CC=CC=C1)C1=CC=CC=C1)N1C2=CC=CC=C2C=2C=C(C=CC12)C1=NC(=CC=C1)C1=CC=CC=C1)N1C2=CC=CC=C2C=2C=C(C=CC12)C